Cl.NC(C(=O)N)=CC1=CC(=CC=C1)F (S)-2-amino-3-(3-fluorophenyl)acrylamide hydrochloride